C1(CC1)C1=C(C(=CC=C1)N1CCN(CC1)C(C)C)NC(=O)N1CCC(CC1)(C)C1=NOC(=N1)[C@H]1[C@H](C1)F N-[2-cyclopropyl-6-(4-isopropylpiperazin-1-yl)phenyl]-4-{5-[(1S,2S)-2-fluorocyclopropyl]-1,2,4-oxadiazol-3-yl}-4-methylpiperidine-1-carboxamide